(4-tetrahydropyran-4-ylphenyl)methanol O1CCC(CC1)C1=CC=C(C=C1)CO